CC1=C(N=CS1)C1=C(C(C2=CC(=CC=C12)OCCOC1=CC=NC=C1)=O)C1=CC=C(C=C1)C(F)(F)F 3-(5-Methylthiazol-4-yl)-6-(2-(pyridin-4-yloxy)ethoxy)-2-(4-(trifluoromethyl)phenyl)-1H-inden-1-one